The molecule is a steroid acid that consists of 17beta-estradiol bearing an N-(carboxymethylamino)carbonylmethoxy at the 6beta-position It is a steroid acid and a monocarboxylic acid. It derives from a 17beta-estradiol. C[C@]12CC[C@H]3[C@H]([C@@H]1CC[C@@H]2O)C[C@H](C4=C3C=CC(=C4)O)OCC(=O)NCC(=O)O